6-chloro-3-(3-methylsulfonylphenyl)imidazo[1,2-b]pyridazine ClC=1C=CC=2N(N1)C(=CN2)C2=CC(=CC=C2)S(=O)(=O)C